7-(3-morpholinopropoxy)quinazolin-4-amine O1CCN(CC1)CCCOC1=CC=C2C(=NC=NC2=C1)N